FC(C(=O)O)(F)F.CC=1C(=NC2=CC=CC=C2C1NCCC1=CC=C(C=C1)[N+](=O)[O-])N methyl-N4-(4-nitrophenethyl)quinolin-2,4-diamine 2,2,2-trifluoroacetate